(R)-7-methyl-4-(3-methylmorpholinyl)-2-(1H-pyrazol-3-yl)-2,7,8,9-tetrahydro-6H-1,2,3,7-tetraazabenzo[cd]azulene-6-one CN1C(C=2C3=C(N(N=C3CC1)C1=NNC=C1)N=C(C2)N2[C@@H](COCC2)C)=O